2-((5-methylthiazol-2-yl)sulfonyl)-1-(4-(5-(trifluoromethyl)-1,2,4-oxadiazol-3-yl)phenyl)ethan-1-one CC1=CN=C(S1)S(=O)(=O)CC(=O)C1=CC=C(C=C1)C1=NOC(=N1)C(F)(F)F